4-(4-(1,4-dimethyl-1H-pyrazol-5-yl)-5-fluoropyridin-2-yl)piperazine-1-carboxylic acid tert-butyl ester C(C)(C)(C)OC(=O)N1CCN(CC1)C1=NC=C(C(=C1)C1=C(C=NN1C)C)F